S(=O)(=O)(O)C1=C(C=CC=C1)C=1N=C(N=NC1C1=C(C=CC=C1)S(=O)(=O)O)C1=NC(=CC=C1)C=1N=NC(=C(N1)C1=C(C=CC=C1)S(=O)(=O)O)C1=C(C=CC=C1)S(=O)(=O)O L-2,6-bis(5,6-bis(sulfophenyl)-1,2,4-triazin-3-yl)pyridine